molybdenum-copper sulphide [Cu]=S.[Mo]